N-(2-chloro-3-(4'-chloro-6-methoxy-5-((7-oxo-2,6-diazaspiro[3.4]octan-2-yl)methyl)-[2,3'-bipyridin]-5'-yl)phenyl)-1,3-dimethyl-2,4-dioxo-1,2,3,4-tetrahydropyrimidine-5-carboxamide ClC1=C(C=CC=C1C=1C(=C(C=NC1)C1=NC(=C(C=C1)CN1CC2(C1)CNC(C2)=O)OC)Cl)NC(=O)C=2C(N(C(N(C2)C)=O)C)=O